n-butyl anisate CCCCOC(=O)C1=CC=C(C=C1)OC